(2S,11aR)-2-hydroxy-6-(2-hydroxy-2-methylpropoxy)-8-methyl-2,3,11,11a-tetrahydro-1H,5H-benzo[f]pyrrolo[2,1-c][1,4]oxazepin-5-one O[C@H]1C[C@@H]2COC3=C(C(N2C1)=O)C(=CC(=C3)C)OCC(C)(C)O